C1(=CC=CC=C1)C(C(=O)O)(C)C1=CC=CC=C1 2,2-diphenylpropanoic acid